p-aminosulfhydryl-benzene NSC1=CC=CC=C1